C(CC)(=O)[O-].C(C)C=1C(=C(C(=[N+]2C(=NC(C2=O)=O)CCCCCC)OC)C=CC1)OC ethylhexyl-dimethoxybenzylidenedioxoimidazolinium propionate